O1C(CCCC1)N1N=C(C2=CC(=CC=C12)CC(=O)OC)C=C methyl 2-(1-tetrahydropyran-2-yl-3-vinyl-indazol-5-yl)acetate